ClCC(=O)N1CCOCC1 2-Chloro-1-morpholino-ethanone